ClC(=O)OCCCl 2-chloroethyl chloroformate